Cl.C(C)[C@H]1NCCOC1 (R)-3-ethylmorpholine hydrochloride